3-((1R,3R)-1-Amino-3-methyl-8-azaspiro[4.5]decan-8-yl)-6-((2,3-dichlorophenyl)thio)pyrazin-2(1H)-on N[C@@H]1C[C@@H](CC12CCN(CC2)C=2C(NC(=CN2)SC2=C(C(=CC=C2)Cl)Cl)=O)C